4-{3-azabicyclo[3.1.0]hex-3-yl}-3,5-difluorobenzaldehyde C12CN(CC2C1)C1=C(C=C(C=O)C=C1F)F